C(C)(C)(C)OC(=O)N1C2CC(C3=CC(=C(N=C13)C(OC)OC)CN1C(CN(CC1)C)=O)(C2)F 7-(dimethoxymethyl)-4-fluoro-6-((4-methyl-2-oxopiperazin-1-yl)methyl)-3,4-dihydro-2,4-methylene-1,8-naphthyridine-1(2H)-carboxylic acid tert-butyl ester